1-(4-(2-(4-(5-(difluoromethyl)-1,3,4-oxadiazol-2-yl)benzyl)-2H-tetrazol-5-yl)piperidin-1-yl)ethan-1-one FC(C1=NN=C(O1)C1=CC=C(CN2N=C(N=N2)C2CCN(CC2)C(C)=O)C=C1)F